2-cyano-3-(3-methyl-4-hydroxy-5-nitrophenyl)-N,N-diethylacrylamide C(#N)C(C(=O)N(CC)CC)=CC1=CC(=C(C(=C1)[N+](=O)[O-])O)C